2-(2-(ethylthio)-7-(4-(1,1,2,2-tetrafluoroethoxy)phenyl)pyrazolo[1,5-a]pyrimidin-3-yl)-3-methyl-6-(trifluoromethyl)-3H-imidazo[4,5-b]pyridine C(C)SC1=NN2C(N=CC=C2C2=CC=C(C=C2)OC(C(F)F)(F)F)=C1C1=NC=2C(=NC=C(C2)C(F)(F)F)N1C